4-{[3-(8-{[(3S,4R)-3-fluoro-1-methylpiperidin-4-yl]amino}-3-(2,2,2-trifluoroethyl)imidazo[1,2-a]pyridin-2-yl)prop-2-yn-1-yl]amino}-3-methoxy-N,N-dimethylbenzenesulfonamide F[C@H]1CN(CC[C@H]1NC=1C=2N(C=CC1)C(=C(N2)C#CCNC2=C(C=C(C=C2)S(=O)(=O)N(C)C)OC)CC(F)(F)F)C